(S)-5-(2,3-dihydro-1H-inden-4-yl)-6-methoxy-3-(1-(pyrrolidin-3-yl)-1H-pyrazol-4-yl)-1H-pyrazolo[4,3-b]Pyridine C1CCC2=C(C=CC=C12)C1=C(C=C2C(=N1)C(=NN2)C=2C=NN(C2)[C@@H]2CNCC2)OC